tetrahydro-1H-pyrazolo[4,3-c]pyridine-3-carboxamide N1NC(C2CN=CC=C21)C(=O)N